1-[3-acetyl-6-(5-bromo-6-methoxy-benzoimidazol-1-yl)-2-pyridinyl]-5-methyl-pyrazole-3-carbonitrile C(C)(=O)C=1C(=NC(=CC1)N1C=NC2=C1C=C(C(=C2)Br)OC)N2N=C(C=C2C)C#N